2-(5-(3,4,5-trimethoxyphenyl)-3-(2-bromophenyl)-4,5-dihydro-1H-pyrazol-1-yl)-4-methylthiazole COC=1C=C(C=C(C1OC)OC)C1CC(=NN1C=1SC=C(N1)C)C1=C(C=CC=C1)Br